Cl.NC(=N)N guanidine-hydrochloride salt